C(CCC)C1=C(C(C(N1)=O)=O)CCCC dibutylpyrroledione